(R)-N-((R)-1-(2-cyano-3-(4,4-difluoropiperidin-1-yl)-7-methylquinoxalin-5-yl)ethyl)-2-methylpropane-2-sulfinamide C(#N)C1=NC2=CC(=CC(=C2N=C1N1CCC(CC1)(F)F)[C@@H](C)N[S@](=O)C(C)(C)C)C